[C-]1(C=CC=C1)\C(=C/C1=C(C(=C(C=C1)OC)OC)OC)\C1=CC=C(C=C1)OC.[CH-]1C=CC=C1.[Fe+2] (E)-4-(2-ferrocenyl-2-(4-methoxyphenyl)vinyl)-1,2,3-trimethoxybenzene